(S)-4-((1H-pyrazol-1-yl)methyl)-N-(7-((3-hydroxyoxetan-3-yl)ethynyl)-5-methyl-4-oxo-2,3,4,5-tetrahydrobenzo[b][1,4]oxazepin-3-yl)pyridineamide N1(N=CC=C1)CC1=CC(=NC=C1)C(=O)N[C@@H]1C(N(C2=C(OC1)C=CC(=C2)C#CC2(COC2)O)C)=O